ClC=1C(=NC(=CC1)OC)C(=O)N1[C@@H]2CN([C@H](C1)CC2)CC2=C(N=C1N2C=CC=C1)C1=CC=C(C=C1)Cl (-)-(3-Chloro-6-methoxypyridin-2-yl)[(1S,4S)-5-{[2-(4-chlorophenyl)imidazo[1,2-a]pyridin-3-yl]-methyl}-2,5-diazabicyclo[2.2.2]oct-2-yl]methanone